(R)-4-cyclopropyl-3-(N-(2-((2,2-dimethylcyclopentyl)oxy)-4-fluoro-5-(tetrazol-1-yl)phenyl)sulfamoyl)benzoic acid C1(CC1)C1=C(C=C(C(=O)O)C=C1)S(NC1=C(C=C(C(=C1)N1N=NN=C1)F)O[C@H]1C(CCC1)(C)C)(=O)=O